pentafluorophenyl-2-(dibenzylamino)-3,3-dimethylbutyric acid FC1=C(C(=C(C(=C1C(C(=O)O)(C(C)(C)C)N(CC1=CC=CC=C1)CC1=CC=CC=C1)F)F)F)F